C1(CC1)C=1C(=CC=2N(C1)C(=CN2)C2=CC=CC(=N2)N[C@H]2CNC[C@@H]2F)OCC(F)F 6-(6-cyclopropyl-7-(2,2-difluoroethoxy)imidazo[1,2-a]pyridin-3-yl)-N-((3S,4S)-4-fluoropyrrolidin-3-yl)pyridin-2-amine